3-(5-(difluoromethyl)-1,3,4-thiadiazol-2-yl)-1-methyl-N-(3-methyloxetane-3-yl)-8-(2-oxa-7-azaspiro[3.5]nonan-7-yl)imidazo[1,5-a]pyridine-6-sulfonamide FC(C1=NN=C(S1)C1=NC(=C2N1C=C(C=C2N2CCC1(COC1)CC2)S(=O)(=O)NC2(COC2)C)C)F